BrC1=CC=C(C=C(C(=O)O)C#N)C=C1 4-bromo-α-cyanocinnamic acid